tert-butyl N-[3-ethylsulfonyl-5-(trifluoromethyl)pyrazolo[1,5-a]pyridin-2-yl]carbamate C(C)S(=O)(=O)C=1C(=NN2C1C=C(C=C2)C(F)(F)F)NC(OC(C)(C)C)=O